N-(tert-Butoxycarbonyl)-N-methyl-D-phenylalanine C(C)(C)(C)OC(=O)N([C@H](CC1=CC=CC=C1)C(=O)O)C